ClC1=C(OC=2C(N(N=C(C2O)C)C)=O)C=CC(=C1)Cl 4-(2,4-dichlorophenoxy)-5-hydroxy-2,6-dimethyl-pyridazin-3-one